ClC1=CC=C2C(=C(C(N(C2=C1)C)=O)C#N)N1CCC(CC1)C=1OC2=C(N1)C=C(C=C2)C 7-Chloro-1-methyl-4-[4-(5-methyl-1,3-benzoxazol-2-yl)piperidin-1-yl]-2-oxo-1,2-dihydroquinoline-3-carbonitrile